[C@@H]1(C[C@H](O)[C@@H](CO)O1)N1C(=O)NC(=O)C(C)=C1 Thymidin